OC1CCC2(CCN(CC2)C(=O)OC(C)(C)C)CC1 tert-butyl 9-hydroxy-3-aza-spiro[5.5]undecane-3-carboxylate